OCCS(=O)(=O)C=1C=C(OC[C@H](CN[C@H]2COC3(C2)CCN(CC3)S(=O)(=O)C3=CC2=C(OCCN2C)C=C3)O)C=CC1 (S)-1-(3-(2-hydroxyethylsulfonyl)phenoxy)-3-((R)-8-(4-methyl-3,4-dihydro-2H-benzo[b][1,4]oxazin-6-ylsulfonyl)-1-oxa-8-azaspiro[4.5]decan-3-ylamino)propan-2-ol